Cl.N1(CCCC1)C1=CC=C(C=N1)[C@H](C)N (S)-1-(6-(pyrrolidin-1-yl)pyridin-3-yl)ethan-1-amine hydrochloride